ClC=1C(=C(C(=CC1N1C[C@@H](CC1)N(C)C)F)S(=O)(=O)N(C1=NC(=CC=C1)F)CC1=C(C=C(C=C1)OC)OC)F (R)-3-chloro-N-(2,4-dimethoxybenzyl)-4-(3-(dimethylamino)pyrrolidin-1-yl)-2,6-difluoro-N-(6-fluoropyridin-2-yl)benzenesulfonamide